ClC=1C(=CC(=NC1)N1N=C(C=C1C)C)NC1=CC2=C(N(C(N2CCC(C)(C)O)=O)C)C=C1 5-((5-Chloro-2-(3,5-dimethyl-1H-pyrazol-1-yl)pyridin-4-yl)-amino)-3-(3-hydroxy-3-methylbutyl)-1-methyl-1,3-dihydro-2H-benzo[d]imidazol-2-one